C(C)OC(C)N1N=CC(=C1)C=1N=CC=2N(C1OC(C)C)N=C(N2)N 6-(1-(1-Ethoxyethyl)-1H-pyrazol-4-yl)-5-isopropoxy-[1,2,4]triazolo[1,5-a]pyrazin-2-amine